O1COC2=C1C=CC(=C2)C=2C=C1C(=NC2)N(N=C1NC(=O)C1=CN=CS1)CCC(C)(C)O N-(5-(benzo[d][1,3]dioxol-5-yl)-1-(3-hydroxy-3-methylbutyl)-1H-pyrazolo[3,4-b]pyridin-3-yl)thiazole-5-carboxamide